ClC1=CC=C(C=C1)NC([C@@H](CN)N)=O |r| N-(4-chlorophenyl)-DL-2,3-diaminopropionamide